C(C)(=O)N(C1=C(C=C(C=C1)C1=CC=C(C=N1)C(=O)NCC1=CC=CC=C1)Cl)CC1COC1 6-[4-[acetyl(oxetan-3-ylmethyl)amino]-3-chloro-phenyl]-N-benzyl-pyridine-3-carboxamide